ClC1=C(C=C(C=2C=C3N(C12)CC[C@@H]3N[S@](=O)C(C)(C)C)OCC)Cl (R)-N-((S)-5,6-Dichloro-8-ethoxy-2,3-dihydro-1H-pyrrolo[1,2-a]indol-1-yl)-2-methylpropane-2-sulfinamide